C1(CCCC1)N(C(=O)OCC1=C(C=NN1C)C1=NC=C(C=N1)O[C@@H]1C[C@H](CCC1)C(=O)O)C |r| (+/-)-(1S,3S)-3-((2-(5-(((cyclopentyl(methyl)carbamoyl)oxy)methyl)-1-methyl-1H-pyrazol-4-yl)pyrimidin-5-yl)oxy)cyclohexane-1-carboxylic acid